2-(2,6-Dioxo-3-piperidyl)-5-(3-hydroxypropyl)isoindoline-1,3-dione O=C1NC(CCC1N1C(C2=CC=C(C=C2C1=O)CCCO)=O)=O